4-(4-carbamimidoylpiperazin-1-yl)-N-(4-(4-carbamimidoylpiperazin-1-yl)phenyl)benzamide C(N)(=N)N1CCN(CC1)C1=CC=C(C(=O)NC2=CC=C(C=C2)N2CCN(CC2)C(N)=N)C=C1